3-(4-(6-((5-(8-(7-Acetyl-3-ethyl-5,6,7,8-tetrahydroimidazo[1,5-a]pyrazin-1-yl)isoquinolin-3-yl)pyridin-2-yl)oxy)hex-1-yn-1-yl)-1-oxoisoindolin-2-yl)piperidine-2,6-dione C(C)(=O)N1CC=2N(CC1)C(=NC2C=2C=CC=C1C=C(N=CC21)C=2C=CC(=NC2)OCCCCC#CC2=C1CN(C(C1=CC=C2)=O)C2C(NC(CC2)=O)=O)CC